6-bromo-1-(1H-indol-5-yl)-1H-1,3-benzodiazole BrC=1C=CC2=C(N(C=N2)C=2C=C3C=CNC3=CC2)C1